F[C@H]1[C@H](C1)N1C(C(=CC=C1)NC(=O)C=1C(=CC=2N(C1)C=C(N2)C21COC(C2)(C1)C)OC(C)C)=O N-(1-((1S,2R)-2-fluorocyclopropyl)-2-oxo-1,2-dihydropyridin-3-yl)-7-isopropoxy-2-(1-methyl-2-oxabicyclo[2.1.1]hex-4-yl)imidazo[1,2-a]pyridine-6-carboxamide